methyl 1-((1-ethyl-1H-imidazol-5-yl)methyl)-2-((4-(5-fluoro-4-hydroxypyrimidin-2-yl)cyclohex-3-en-1-yl)methyl)-1H-thieno[2,3-d]imidazole-5-carboxylate C(C)N1C=NC=C1CN1C(=NC2=C1C=C(S2)C(=O)OC)CC2CC=C(CC2)C2=NC=C(C(=N2)O)F